C(=O)C1=CC=C(CN2CCC(CC2)NC(OC(C)(C)C)=O)C=C1 tert-butyl (1-(4-formylbenzyl)piperidin-4-yl)carbamate